(2R,6S)-2-methyl-6-((4-methylpiperazin-1-yl)methyl)-4-(pyrido[2,3-b]pyrazin-8-yl)morpholine C[C@@H]1CN(C[C@@H](O1)CN1CCN(CC1)C)C1=CC=NC2=NC=CN=C21